1-N-[4-[6-carbamoyl-7-(2-hydroxyethoxy)quinolin-4-yl]oxyphenyl]-1-N'-(4-fluorophenyl)cyclopropane-1,1-dicarboxamide C(N)(=O)C=1C=C2C(=CC=NC2=CC1OCCO)OC1=CC=C(C=C1)NC(=O)C1(CC1)C(=O)NC1=CC=C(C=C1)F